methylcyclohexylbis(propoxymethyl)silane C[Si](COCCC)(COCCC)C1CCCCC1